CN(CCN)C1=CC=CC=C1 N1-methyl-N1-phenylethane-1,2-diamine